1-(3-(tert-butyl)-1-(1-methylpiperidin-4-yl)-1H-pyrazol-5-yl)-3-(4-((3-chloro-1H-pyrrolo[2,3-b]pyridin-4-yl)oxy)-2-fluorophenyl)urea C(C)(C)(C)C1=NN(C(=C1)NC(=O)NC1=C(C=C(C=C1)OC1=C2C(=NC=C1)NC=C2Cl)F)C2CCN(CC2)C